(R)-1-(2-chlorophenyl)ethyl (1-methyl-4-(6-methyl-5-(methylsulfonamido)pyridin-2-yl)-1H-1,2,3-triazol-5-yl)carbamate CN1N=NC(=C1NC(O[C@H](C)C1=C(C=CC=C1)Cl)=O)C1=NC(=C(C=C1)NS(=O)(=O)C)C